BrC1=C(C(=CC(=C1)Cl)F)[N+]#[C-] 2-BROMO-4-CHLORO-6-FLUOROPHENYLISOCYANIDE